C(CCC)OS(=O)(=O)C1=CC=C(C=C)C=C1 4-styrenesulfonic acid n-butyl ester